3,4-dihydro-1H-2-benzopyran C1OCCC2=C1C=CC=C2